(1-((3-(2-(bis(methyl-d3)amino)ethyl)-1H-indol-4-yl)oxy)ethyl)phosphonic acid C([2H])([2H])([2H])N(CCC1=CNC2=CC=CC(=C12)OC(C)P(O)(O)=O)C([2H])([2H])[2H]